2-amino-5-(1'-(tetrahydro-2H-pyran-4-yl)-2,3-dihydrospiro[indene-1,3'-Pyrrolidin]-5-yl)nicotinic acid NC1=C(C(=O)O)C=C(C=N1)C=1C=C2CCC3(CN(CC3)C3CCOCC3)C2=CC1